8-(2-hydroxypropan-2-yl)-3,6-dimethyl-2-(tetrahydro-2H-pyran-4-yl)quinazolin-4(3H)-one OC(C)(C)C=1C=C(C=C2C(N(C(=NC12)C1CCOCC1)C)=O)C